C(=O)(OC(C)(C)C)N[C@@H](CC1=C(C=CC=C1)C)C(=O)O Boc-2-methyl-L-phenylalanine